(R)-3-(2-fluoro-4-phenoxyphenyl)-1-(piperidin-3-yl)-1H-pyrazolo[3,4-d]pyrimidin-4-amine FC1=C(C=CC(=C1)OC1=CC=CC=C1)C1=NN(C2=NC=NC(=C21)N)[C@H]2CNCCC2